3-(4-aminophenyl)-1-isopropyl-1H-pyrazolo[3,4-d]pyrimidin-4-amine Iron [Fe].NC1=CC=C(C=C1)C1=NN(C2=NC=NC(=C21)N)C(C)C